N(=[N+]=[N-])C1CC[C@H](OC1=O)CN([S@](=O)C(C)(C)C)CC1=CC=CC=C1 (R)-N-[[(2S)-5-Azido-6-oxo-tetrahydropyran-2-yl]methyl]-N-benzyl-2-methyl-propane-2-sulfinamide